copper theanine N[C@@H](CCC(=O)NCC)C(=O)O.[Cu]